3-tert-butyloxycarbonylthiourea C(C)(C)(C)OC(=O)NC(N)=S